C(CCCCCCCCCCCCCCCCCCCCC)P(O)(O)=O docosyl-phosphonic acid